CC1=NOC(=N1)C1=NC=CC(=N1)OC1=CC=C(C=C1)C(C)(C)C1=CC=C(OC2CC(C2)NC(OC(C)(C)C)=O)C=C1 tert-butyl ((1r,3r)-3-(4-(2-(4-((2-(3-methyl-1,2,4-oxadiazol-5-yl)pyrimidin-4-yl)oxy)phenyl)propan-2-yl)phenoxy)cyclobutyl)carbamate